Zinc bis(difluoromethylsulfinate) FC(F)S(=O)[O-].FC(F)S(=O)[O-].[Zn+2]